(3-Chloro-2,4-dimethyl-5,7-dihydropyrrolo[3,4-b]pyridin-6-yl)-[(3R)-1-(5-methylpyrimidin-2-yl)pyrrolidin-3-yl]methanon ClC=1C(=C2C(=NC1C)CN(C2)C(=O)[C@H]2CN(CC2)C2=NC=C(C=N2)C)C